5-n-octyl-5-aza-2,8-dioxa-1-stannacyclooctane C(CCCCCCC)N1CCO[SnH2]OCC1